C1(CC1)OC=1C=C(C=CC1)N1C(C(C2=CC(=CC=C12)C(=O)N[C@@]1(CS(CC1)(=O)=O)C)(C)C)=O 1-[3-(cyclopropoxy)phenyl]-3,3-dimethyl-N-[(3S)-3-methyl-1,1-dioxo-thiolan-3-yl]-2-oxo-indoline-5-carboxamide